2,3,3-trimethyl-7-iodomethylindole CC1=NC2=C(C=CC=C2C1(C)C)CI